OC(=C(C(=O)[O-])C1=CC=CC=C1)O dihydroxyphenylacrylate